3-((2S)-3-(8-(4'-(aminomethyl)-3-(trifluoromethoxy)biphenyl-4-ylsulfonyl)-1-oxa-8-azaspiro[4.5]dec-3-ylamino)-2-hydroxypropoxy)-N-methylbenzenesulfonamide NCC1=CC=C(C=C1)C1=CC(=C(C=C1)S(=O)(=O)N1CCC2(CC(CO2)NC[C@@H](COC=2C=C(C=CC2)S(=O)(=O)NC)O)CC1)OC(F)(F)F